N1N=CC(=C1)C1=CC=C2C(=N1)SC(=N2)NC2=NC=CC(=C2)N2CCN(CC2)C(COC)=O 1-(4-(2-((5-(1H-pyrazol-4-yl)thiazolo[5,4-b]pyridin-2-yl)amino)pyridin-4-yl)piperazin-1-yl)-2-methoxyethanone